4-Isopropyl-2,5-dioxoimidazolidin C(C)(C)C1NC(NC1=O)=O